N-(2-chloro-4-(2-meth-oxyethoxy)-phenyl)-7-(difluoro-methyl)quinolin-4-amine ClC1=C(C=CC(=C1)OCCOC)NC1=CC=NC2=CC(=CC=C12)C(F)F